[K].C1(=CC=CC=C1)N1C(SC=N1)=S 3-phenyl-1,3,4-thiadiazol-2(3H)thione potassium salt